5-(4,4,5,5-tetramethyl-1,3,2-dioxaborolan-2-yl)-2,1,3-benzoxadiazole CC1(OB(OC1(C)C)C1=CC=2C(=NON2)C=C1)C